N-(3-(2-(bicyclo[2.2.2]octan-1-yl)-5-(2-(((1R,5S,6r)-3,3-dioxido-3-thiabicyclo[3.1.0]hexan-6-yl)amino)pyrimidin-4-yl)thiazol-4-yl)-2-fluorophenyl)-2,6-difluorobenzenesulfonamide C12(CCC(CC1)CC2)C=2SC(=C(N2)C=2C(=C(C=CC2)NS(=O)(=O)C2=C(C=CC=C2F)F)F)C2=NC(=NC=C2)NC2[C@H]1CS(C[C@@H]21)(=O)=O